FC(C1=NC(=NO1)C=1C=CC(=NC1)CN1C(C(NC2=CC=CC=C12)=O)=O)(F)F 1-({5-[5-(trifluoromethyl)-1,2,4-oxadiazol-3-yl]pyridin-2-yl}methyl)-1,4-dihydroquinoxaline-2,3-dione